3-((2R,3S)-3-(methylsulfonamido)-2-((((CIS)-4-phenylcyclohexyl)oxy)methyl)pyrrolidin-1-yl)pyridine 1-oxide CS(=O)(=O)N[C@@H]1[C@@H](N(CC1)C=1C=[N+](C=CC1)[O-])CO[C@@H]1CC[C@@H](CC1)C1=CC=CC=C1